4-[[(2S,3R,4S,5R)-3-(3,4-Difluoro-2-methoxy-phenyl)-4,5-dimethyl-5-(trifluoromethyl)tetrahydrofuran-2-carbonyl]amino]-6-methyl-pyridin-2-carboxamid FC=1C(=C(C=CC1F)[C@@H]1[C@H](O[C@]([C@H]1C)(C(F)(F)F)C)C(=O)NC1=CC(=NC(=C1)C)C(=O)N)OC